2-[4-(2-hydroxy-ethoxy)-3,5-dimethyl-phenyl]-5,7-diisopropyloxy-3H-quinazolin-4-one OCCOC1=C(C=C(C=C1C)C1=NC2=CC(=CC(=C2C(N1)=O)OC(C)C)OC(C)C)C